CS(=O)(=O)C1(CCOCC1)C(=O)O 4-(methylsulfonyl)tetrahydro-2H-pyran-4-carboxylic acid